ClC=1C=CC(=C(C(=O)O)C1)NC1=C(C=NC2=C(C=C(C=C12)Cl)F)S(=O)(=O)N1CCSCC1 5-chloro-2-[(6-chloro-8-fluoro-3-thiomorpholinylsulfonyl-4-quinolinyl)amino]benzoic acid